methyl 3-(tert-butoxycarbonylamino)-3-(3-(3,5-dimethyl-1H-pyrazol-4-yl)phenyl)propanoate C(C)(C)(C)OC(=O)NC(CC(=O)OC)C1=CC(=CC=C1)C=1C(=NNC1C)C